NCCN(CCN)CC=1C=CC(=C(C(=O)NC2=NC=C(C=C2)S(=O)(=O)N2CCN(CC2)C2=NC(=CC(=N2)C#N)C)C1)N(S(=O)(=O)C)C 5-((Bis(2-aminoethyl)amino)methyl)-N-(5-((4-(4-cyano-6-methylpyrimidin-2-yl)piperazin-1-yl)sulfonyl)pyridin-2-yl)-2-(N-methylmethylsulfonamido)benzamide